tert-butyl (1R,5R)-3-(2-hydroxyethyl)-8-azabicyclo[3.2.1]octane-8-carboxylate OCCC1C[C@H]2CC[C@H](C1)N2C(=O)OC(C)(C)C